CP(OC1C(CCCC1)OC)([O-])([O-])C 2-methoxycyclohexyl dimethylphosphite